3-(5-(6-(3-cyanopyrrolo[1,2-b]pyridazin-7-yl)-4-(isopropylamino)pyridin-3-yl)-1,3,4-thiadiazol-2-yl)-3,6-diazabicyclo[3.1.1]heptane-6-carboxylic acid tert-butyl ester C(C)(C)(C)OC(=O)N1C2CN(CC1C2)C=2SC(=NN2)C=2C=NC(=CC2NC(C)C)C2=CC=C1N2N=CC(=C1)C#N